IC1=C(C=CC=C1)O 2-iodophenol